1-(cyclopropylmethyl)-3-(tributylstannyl)-1H-pyrazole C1(CC1)CN1N=C(C=C1)[Sn](CCCC)(CCCC)CCCC